((1R,4R)-2-oxa-5-azabicyclo[2.2.1]heptan-5-yl)(3-(2-(4-(2-fluoropropan-2-yl)phenyl)furo[3,2-b]pyridin-7-yl)phenyl)methanone [C@H]12OC[C@H](N(C1)C(=O)C1=CC(=CC=C1)C1=C3C(=NC=C1)C=C(O3)C3=CC=C(C=C3)C(C)(C)F)C2